COC1=C(C=C2C=C(N(C2=C1)S(=O)(=O)C1=CC=C(C)C=C1)C)C(=O)OC Methyl 6-methoxy-2-methyl-1-tosyl-1H-indole-5-carboxylate